C1(=CC=CC=C1)C(=O)CC(=O)C(C)(C)C phenylcarbonyl-(t-butylcarbonyl)methane